O1CCN(CC1)CCOC1=C(SC=C1)C(=O)[O-] 3-(2-morpholinoethoxy)thiophene-2-carboxylate